FC=1C=C2C(C(=CN(C2=NC1N1CC(C1)C(NC1=NC(=CC=C1)C)=O)C1=NC=NS1)C(=O)O)=O 6-fluoro-7-{3-[(6-methylpyridin-2-yl)carbamoyl]azetidin-1-yl}-4-oxo-1-(1,2,4-thiadiazol-5-yl)-1,4-dihydro-1,8-naphthyridine-3-carboxylic acid